(S)-3-(2-((1-(2-Bromo-4-formyl-5-nitrophenyl)pyrrolidin-3-yl)oxy)ethoxy)benzonitrile BrC1=C(C=C(C(=C1)C=O)[N+](=O)[O-])N1C[C@H](CC1)OCCOC=1C=C(C#N)C=CC1